2-methyl-7-(pyrrolidin-1-yl)pyrido[2,3-d]pyrimidin-4-amine CC=1N=C(C2=C(N1)N=C(C=C2)N2CCCC2)N